1-THIAZOL-2-YL-PYRAZOLE S1C(=NC=C1)N1N=CC=C1